(S)-5-amino-3-(2-methylazetidin-1-yl)pyrazine-2-carbonitrile NC=1N=C(C(=NC1)C#N)N1[C@H](CC1)C